C1(=CC=CC2=CC=CC=C12)C=1C(C=CC1)[Pt]C[Si](C)(C)C [(2'-naphthyl)cyclopentadienyl]trimethylsilylmethylplatinum